F[C@H]1[C@H](CN(C1)C)OC=1C=C2C(=NC=NC2=CC1OC)C=1C(=NN(C1)C)C1=CC=CC=C1 6-(((3s,4r)-4-fluoro-1-methylpyrrolidin-3-yl)oxy)-7-methoxy-4-(1-methyl-3-phenyl-1H-pyrazol-4-yl)quinazoline